Cl.C(#N)C1=CC=C(C(=O)NC(=O)N2CCNCC2)C=C1 N-(4-cyanobenzoyl)piperazine-1-carboxamide hydrochloride